COC1=CC=C(C=C1)C=1C2=C(C(N(C1)C)=O)N(C=C2)C 4-(4-Methoxyphenyl)-1,6-dimethyl-1,6-dihydro-7H-pyrrolo[2,3-c]pyridin-7-one